tert-Butyl-2-cyclopropyl-1-methyl-1H-imidazol-4-carboxylat C(C)(C)(C)OC(=O)C=1N=C(N(C1)C)C1CC1